N-(4-(7-cyclobutoxy-8-fluoro-1,3,4,5-tetrahydro-2H-benzo[c]azepine-2-yl)-2,6-dimethyl-phenyl)-3,3-dimethylbutyramide C1(CCC1)OC1=CC2=C(CN(CCC2)C2=CC(=C(C(=C2)C)NC(CC(C)(C)C)=O)C)C=C1F